OC(=O)C(F)(F)F.ClC=1N=C(C2=C(N1)CCNC2)Cl 2,4-dichloro-5,6,7,8-tetrahydropyrido[4,3-d]pyrimidine TFA salt